ethyl (Z)-3-((3-butyl-3-ethyl-2-methyl-7-(methylthio)-1,1-dioxido-5-phenyl-2,3,4,5-tetrahydro-1,2,5-benzothiadiazepin-8-yl)oxy)-2-fluoroacrylate C(CCC)C1(N(S(C2=C(N(C1)C1=CC=CC=C1)C=C(C(=C2)O\C=C(\C(=O)OCC)/F)SC)(=O)=O)C)CC